NC1=NN(C=C1CNC1CCN(CC1)C=1C(=NC=CC1C)OC)COCC[Si](C)(C)C [3-Amino-1-(2-trimethylsilanyl-ethoxymethyl)-1H-pyrazol-4-ylmethyl]-(2'-methoxy-4'-methyl-3,4,5,6-tetrahydro-2H-[1,3']bipyridinyl-4-yl)-amine